CC(C=C(C(=O)OCCCC)C(=O)OCCCC)CC di-n-butyl (2-methylbutylidene)malonate